P(=O)(OC)(OCC1=CC=CC=C1)O methyl benzyl hydrogen phosphate